(+-)-(4Z)-4-(1,3-benzothiazol-6-ylmethylene)-2-[[trans-2-methoxycyclohexyl]amino]-1H-imidazol-5-one S1C=NC2=C1C=C(C=C2)\C=C\2/N=C(NC2=O)N[C@H]2[C@@H](CCCC2)OC |r|